N-(5-(tert-butyl)isoxazol-3-yl)-2-(4-(5-(1-methyl-1H-pyrazol-4-yl)-1H-benzo[d]imidazol-1-yl)phenyl)acetamide Benzyl-(2S)-2-amino-4-(5-nitro-1-phenyl-benzimidazol-2-yl)butanoate C(C1=CC=CC=C1)OC([C@H](CCC1=NC2=C(N1C1=CC=CC=C1)C=CC(=C2)[N+](=O)[O-])N)=O.C(C)(C)(C)C2=CC(=NO2)NC(CC2=CC=C(C=C2)N2C=NC1=C2C=CC(=C1)C=1C=NN(C1)C)=O